Br/C=C/CC(=O)OCC Ethyl (E)-4-bromobut-3-enoate